N-(4-hydroxy-3-(methylsulfonyl)phenyl)-4-((4-(trifluoromethyl)phenoxy)methyl)benzamide 9Z,12E-tetradecadienyl-monoacetate C(=CC=CCCCCCCCCCC)CC(=O)O.OC1=C(C=C(C=C1)NC(C1=CC=C(C=C1)COC1=CC=C(C=C1)C(F)(F)F)=O)S(=O)(=O)C